4-(5-(4-fluoro-1H-indazol-7-yl)-1,2,4-oxadiazol-3-yl)-1-(4-fluorophenyl)-4-methylazepan-2-one FC1=C2C=NNC2=C(C=C1)C1=NC(=NO1)C1(CC(N(CCC1)C1=CC=C(C=C1)F)=O)C